tert-butyl 5-[7-(2-ethyl-6-methyl-3-pyridyl)-5-[4-(5-fluoro-3-methoxy-2-pyridyl) piperazine-1-carbonyl]-1H-indol-2-yl]-3,6-dihydro-2H-pyridine-1-carboxylate C(C)C1=NC(=CC=C1C=1C=C(C=C2C=C(NC12)C1=CCCN(C1)C(=O)OC(C)(C)C)C(=O)N1CCN(CC1)C1=NC=C(C=C1OC)F)C